NC12CCC(CC1)CC2 4-aminobicyclo[2.2.2]Octane